sodium bromomethyl benzoate C(C1=CC=CC=C1)(=O)OCBr.[Na]